C(C)(C)(C)OC(=O)N1CCNCC1 1-(tert-butyloxycarbonyl)piperazine